((1R,4R,7R)-7-amino-2-azabicyclo[2.2.1]hept-2-yl)(2-(1-(cyclopropylmethyl)-1,6,7,8-tetrahydropyrrolo[3,2-g]indol-2-yl)-7-fluoro-1-methyl-1H-benzo[d]imidazol-5-yl)methanone N[C@H]1[C@@H]2N(C[C@H]1CC2)C(=O)C2=CC1=C(N(C(=N1)C1=CC=3C=CC=4CCNC4C3N1CC1CC1)C)C(=C2)F